BrC=1C=NC=C(C1NCCCNC(OC(C)(C)C)=O)Br tert-butyl (3-((3,5-dibromopyridin-4-yl)amino)propyl)carbamate